[Na+].OCC[N+](C)(C)C.P([O-])(=O)(OP(=O)([O-])O)OC[C@@H]1[C@H]([C@H]([C@@H](O1)N1C(=O)N=C(N)C=C1)O)O cytidine-5'-diphosphate choline sodium salt